2-(2-fluoro-4-(morpholin-2-yl)phenyl)-N-(1-methylpiperidin-4-yl)benzo[d]imidazo[2,1-b]thiazole-7-carboxamide FC1=C(C=CC(=C1)C1CNCCO1)C=1N=C2SC3=C(N2C1)C=CC(=C3)C(=O)NC3CCN(CC3)C